C1(CCCCC1)C[C@H](C(C)C)NC(=O)[C@@H]1NCC2=CC(=CC=C2C1)OC (3R)-N-[(1R)-1-(cyclohexylmethyl)-2-methylpropyl]-7-methoxy-1,2,3,4-tetrahydroisoquinoline-3-carboxamide